O1CC(C1)OC(N[C@@H]1CC[C@H](CC1)C=1SC(=CN1)C1=C(C=C(C=C1)CC(=O)NCC1=CC=CC=C1)S(NC(C)(C)C)(=O)=O)=O Trans-N-[4-[5-[4-[2-(benzylamino)-2-oxo-ethyl]-2-(tert-butylsulfamoyl)phenyl]thiazol-2-yl]cyclohexyl]carbamic acid oxetan-3-yl ester